CN(C(C(C(C1=CC=CC=C1)Br)Br)=O)C1=CC=CC=C1 N-methyl-N-phenyl-2,3-dibromo-3-phenylpropionamide